1-((2-Chloro-6-(2,2,2-trifluoroethoxy)pyridin-4-yl)methyl)-3-(2-(1-(trifluoromethyl)cyclopropyl)ethyl)urea ClC1=NC(=CC(=C1)CNC(=O)NCCC1(CC1)C(F)(F)F)OCC(F)(F)F